C1(=CC=CC=C1)C(C=1C=C(C=C(C1)C(C)(C)C)C1C2(CC3CC(CC1C3)C2)N)(C=2C=C(C=C(C2)C(C)(C)C)C2C3(CC1CC(CC2C1)C3)N)C3=CC=CC=C3 ((diphenylmethylene)bis(5-(tert-butyl)-3,1-phenylene))bis(adamantan-1-amine)